8-((cyclopropylmethyl)(4'-(dimethylamino)-[1,1'-biphenyl]-3-yl)amino)-5-methyl-6-oxo-5,6-dihydro-1,5-naphthyridine-2-carbonitrile C1(CC1)CN(C1=CC(N(C=2C=CC(=NC12)C#N)C)=O)C=1C=C(C=CC1)C1=CC=C(C=C1)N(C)C